N1N=NN=C1CC[C@@H](C)C1CCC2C3CCC4CC(CCC4(C3CCC12C)C)=O 17-((R)-4-(1H-tetrazol-5-yl)butan-2-yl)-10,13-dimethylhexadecahydro-3H-cyclopenta[a]phenanthren-3-one